C1(=CC=CC=C1)C(C)O (+)-1-phenylethanol